FC1=CC=CC(=N1)CN1C[C@@H]2[C@H](C1)CC(C2)NC=2N=NC(=CC2)C2=C(C(=CC(=C2)F)F)F (3aR,5s,6aS)-2-((6-fluoropyridin-2-yl)methyl)-N-(6-(2,3,5-trifluorophenyl)pyridazin-3-yl)octahydrocyclopenta[c]pyrrol-5-amine